3-bromo-2-methyl-6-(trifluoromethyl)pyridine (S)-methyl-(4-(2-((2-amino-2,4-dimethylpentyl)oxy)pyrimidin-5-yl)pyridin-2-yl)carbamate CN(C(O)=O)C1=NC=CC(=C1)C=1C=NC(=NC1)OC[C@@](CC(C)C)(C)N.BrC=1C(=NC(=CC1)C(F)(F)F)C